5-[(3aR,4R,6R,6aS)-6-{2,4-dichloropyrrolo[2,3-d]pyrimidin-7-yl}-2,2-dimethyl-tetrahydro-3aH-cyclopenta[d][1,3]dioxol-4-yl]-1H-pyridin-2-one ClC=1N=C(C2=C(N1)N(C=C2)[C@@H]2C[C@@H]([C@@H]1[C@H]2OC(O1)(C)C)C=1C=CC(NC1)=O)Cl